C[Si](O[Si](O[Si](C1=CC=C(C=C1)N)(C)C)(C)C)(C1=CC=C(C=C1)N)C 1,1,3,3,5,5-hexamethyl-1,5-bis(4-aminophenyl)trisiloxane